ClC1([C@H]([C@@H]1C1=CC(=CC(=C1)Cl)Cl)C(=O)NC1=CC(=C(C=C1)Cl)N(C(C[C@H](C(F)(F)F)C)=O)C)Cl |&1:25| trans-rac-2,2-dichloro-N-(4-chloro-3-(4,4,4-trifluoro-N,3-dimethylbutanamido)phenyl)-3-(3,5-dichlorophenyl)cyclopropane-1-carboxamide